6-chloro-4-methyl-3,4-dihydro-2H-benzo[b][1,4]oxazine-2-carboxylic acid ethyl ester C(C)OC(=O)C1CN(C2=C(O1)C=CC(=C2)Cl)C